ClN1C(N(C(NC1=O)=O)Cl)=O.[K] potassium dichloro-s-triazinetrione